5-amino-3-(4-chlorophenyl)-1-phenyl-1H-pyrazole-4-carbaldehyde NC1=C(C(=NN1C1=CC=CC=C1)C1=CC=C(C=C1)Cl)C=O